O1COC(=C1)C(=O)O [1,3]dioxole-4-carboxylic acid